N-(3-(4-benzyl-6-((5-phenyl-1H-pyrazol-3-yl)amino)pyridin-2-yl)phenyl)acrylamide C(C1=CC=CC=C1)C1=CC(=NC(=C1)NC1=NNC(=C1)C1=CC=CC=C1)C=1C=C(C=CC1)NC(C=C)=O